NC1C(CN(CC1)C1=NC(=C2C(=N1)NN=C2C2=C(C(=CC=C2)Cl)Cl)C#N)C2=CC=CC=C2 6-(4-Amino-3-phenylpiperidin-1-yl)-3-(2,3-dichlorophenyl)-1H-pyrazolo[3,4-d]pyrimidine-4-carbonitrile